C12CN(CC(N1)C2)C2=C1C(N(C(C1=CC(=C2)F)=O)C2C(NC(CC2)=O)=O)=O 4-(3,6-diazabicyclo[3.1.1]heptan-3-yl)-2-(2,6-dioxopiperidin-3-yl)-6-fluoroisoindoline-1,3-dione